OC1=C(C=CC=C1)C1=C(C(=O)C2=CC=CC=C2)C=CC=C1 2-Hydroxyphenylbenzophenon